λ^6-sulfanone [SH4]=O